Fmoc-tert-butyl glycolate C(CO)(=O)OC(CC(=O)OCC1C2=CC=CC=C2C2=CC=CC=C12)(C)C